1-(triisopropyl-silyl)-1H-indole C(C)(C)[Si](N1C=CC2=CC=CC=C12)(C(C)C)C(C)C